FC(C1=NC=CC(=C1)C1=NC(=C(C=C1)OCC(CC(=C)C)(N)C)C(F)F)F 1-((2',6-bis(difluoromethyl)-[2,4'-bipyridyl]-5-yl)oxy)-2,4-dimethylpentan-4-En-2-amine